C1(CCCC1)OC1=NC=CC=C1C1=CC=C(C=C1)CO [4-(2-cyclopentyloxy-pyridin-3-yl)-phenyl]-methanol